ClC1=CC=C(C=C1)C=1N=C(N(C1C1=CC=NC=C1)CC(=O)N1CCN(CC1)C(=O)OC(C)(C)C)C=1C=NC(=CC1)OC tert-Butyl 4-[2-[4-(4-chlorophenyl)-2-(6-methoxy-3-pyridyl)-5-(4-pyridyl)imidazol-1-yl]acetyl]piperazine-1-carboxylate